5-(4-fluorophenyl)-6-(tetrahydro-2H-pyran-4-yl)-1,5-dihydropyrrolo[2,3-f]indazol FC1=CC=C(C=C1)N1C(=CC2=C1C=C1C=NNC1=C2)C2CCOCC2